C1(=CC=CC=C1)NNC(=O)C=1C(=NN(C1)C=1SC=CN1)CC N'-phenyl-3-ethyl-1-(thiazol-2-yl)-1H-pyrazole-4-carbohydrazide